4-bromo-7-(bromomethyl)-2,3-dihydro-1H-indene BrC1=C2CCCC2=C(C=C1)CBr